O=C1NC(CCC1N1C(C2=CC=C(C=C2C1=O)C#CC1=CC=C(CN2CCN(CC2)C2=NC=C(C(=O)N3CCC(CC3)CCCCNC(\C=C\C=3C=NC=CC3)=O)C=C2)C=C1)=O)=O (E)-N-(4-(1-(6-(4-(4-((2-(2,6-dioxopiperidin-3-yl)-1,3-dioxoisoindolin-5-yl)ethynyl)benzyl)piperazin-1-yl)nicotinoyl)piperidin-4-yl)butyl)-3-(pyridin-3-yl)acrylamide